4-octenyldimethylethoxysilane C(CCC=CCCC)[Si](OCC)(C)C